3-((3-(4'-((S)-4-hydroxy-3-(2-((S)-1-hydroxyethyl)-1H-imidazol-1-yl)but-1-yn-1-yl)-[1,1'-biphenyl]-4-yl)cyclobutyl)amino)-6-(hydroxymethyl)tetrahydro-2H-pyran-2,4,5-triol OC[C@H](C#CC1=CC=C(C=C1)C1=CC=C(C=C1)C1CC(C1)NC1C(OC(C(C1O)O)CO)O)N1C(=NC=C1)[C@H](C)O